1-methyl-1H-indazole-6-carboxylate CN1N=CC2=CC=C(C=C12)C(=O)[O-]